OC(=O)C(F)(F)F.N[C@@H](C)C=1C(NC2=CC(=C(C=C2C1)Cl)OCC1=NC=CC=C1)=O (S)-3-(1-Aminoethyl)-6-chloro-7-(pyridin-2-ylmethoxy)quinolin-2(1H)-one TFA salt